N(=[N+]=[N-])CCOCCOCCOCCOCCN(C=1C=CC(N(C1)CC(=O)OCC)=O)C(=O)OC(C)(C)C 2-Ethyl 2-(5-((14-azido-3,6,9,12-tetraoxatetradecyl)(tert-butoxycarbonyl)amino)-2-oxopyridin-1(2H)-yl)acetate